ClC1=C(C=CC=C1)CC(=O)NC=1C=C(C2=CN(N=C2C1)CC1=CC=C(C=C1)OC)S(/N=C/N(C)C)(=O)=O (E)-2-(2-chlorophenyl)-N-(4-(N-((dimethylamino)methylene)sulfamoyl)-2-(4-methoxybenzyl)-2H-indazol-6-yl)acetamide